FC=1C=C(C=CC1F)C1=CN(C2=NC=CC(=C21)OC2=C(C=C(N)C=C2F)F)COCC[Si](C)(C)C 4-{[3-(3,4-difluorophenyl)-1-{[2-(trimethylsilyl)ethoxy]methyl}-1H-pyrrolo[2,3-b]pyridin-4-yl]oxy}-3,5-difluoroaniline